N[C@@H]1CC[C@H](OC1)CCO 2-((2S,5R)-5-aminotetrahydro-2H-pyran-2-yl)ethanol